(((1-(5-(3-chloro-4-isopropoxyphenyl)-1,2,4-oxadiazol-3-yl)-1H-indol-5-yl)methyl)amino)propionic acid ClC=1C=C(C=CC1OC(C)C)C1=NC(=NO1)N1C=CC2=CC(=CC=C12)CNC(C(=O)O)C